OCCCNC(OCCC=1SC(=CN1)C1=NN(C2=CC=C(C=C12)O[Si](C)(C)C(C)(C)C)C1OCCCC1)=O 2-[5-[5-[tert-butyl(dimethyl)silyl]oxy-1-tetrahydropyran-2-yl-indazol-3-yl]thiazol-2-yl]ethyl N-(3-hydroxypropyl)carbamate